C(C1=CC=CC=C1)OC(N(C1=CC=NC=C1)CC#CC1=NC(=C(C=C1)F)C=NO)=O Benzyl-(3-(5-fluoro-6-((hydroxyimino)methyl)pyridin-2-yl)prop-2-yn-1-yl)(pyridin-4-yl)carbamat